6-(2-isocyanatoethyl)-2-isocyanatomethyl-2-(3-isocyanatopropyl)-bicyclo[2.2.1]heptane N(=C=O)CCC1CC2CC(C1C2)(CCCN=C=O)CN=C=O